(R)-octan-2-amine C[C@H](CCCCCC)N